N-((4-chlorobenzyl)sulfinyl)-4-(5-(3,5-dichlorophenyl)-5-(trifluoromethyl)-4,5-dihydroisoxazol-3-yl)-2-methylbenzamide ClC1=CC=C(CS(=O)NC(C2=C(C=C(C=C2)C2=NOC(C2)(C(F)(F)F)C2=CC(=CC(=C2)Cl)Cl)C)=O)C=C1